(R)-N-(4-(1,3-dioxoisoindolin-2-yl)butan-2-yl)-5-(4-(trifluoromethyl)phenoxy)-2-naphthamide O=C1N(C(C2=CC=CC=C12)=O)CC[C@@H](C)NC(=O)C1=CC2=CC=CC(=C2C=C1)OC1=CC=C(C=C1)C(F)(F)F